4-(1-oxo-1,2-dihydroisoquinolin-6-yl)-3,6-dihydropyridine-1(2H)-carboxylic acid tert-butyl ester C(C)(C)(C)OC(=O)N1CCC(=CC1)C=1C=C2C=CNC(C2=CC1)=O